OCC1CCC(CC1)N1N=C2C=C(C(=CC2=C1)N1C(C=CC=C1C(F)(F)F)C(=O)N)OC(C)C 1-N-[2-[4-(Hydroxymethyl)cyclohexyl]-6-isopropoxy-indazol-5-yl]-6-(trifluoromethyl)pyridine-2-carboxamide